1-phenyl-2-oxa-4,7,10-triazadodecane-12-thioate C1(=CC=CC=C1)COCNCCNCCNCC([O-])=S